1-{5-amino-3-[(1R)-2,3-dihydro-1H-inden-1-ylamino]-1,2,4-triazin-6-yl}ethanone NC=1N=C(N=NC1C(C)=O)N[C@@H]1CCC2=CC=CC=C12